ClC=1C=CC2=C(C(=NC(C(N2C)=O)CC2=CC3=CC=CC=C3C=C2)C2=CC=C(C=C2)O)C1 7-chloro-1,3-dihydro-5-(4-hydroxyphenyl)-1-methyl-3-(2-naphthylmethyl)-2H-1,4-benzodiazepine-2-one